(R)-(5-cyclopropyl-1,3,4-oxadiazol-2-yl)(4-(5-fluoropyrazolo[1,5-a]pyridin-2-yl)-6,7-dihydro-1H-imidazo[4,5-c]pyridin-5(4H)-yl)methanone C1(CC1)C1=NN=C(O1)C(=O)N1[C@H](C2=C(CC1)NC=N2)C2=NN1C(C=C(C=C1)F)=C2